isophthalic acid, sodium salt [Na+].C(C1=CC(C(=O)[O-])=CC=C1)(=O)[O-].[Na+]